[Rh](=[Te])=[Te] Rhodium ditelluride